N-(1-(cyclopropylmethyl)-6-(N-(1-methylcyclopropyl)sulfamoyl)-2,4-dioxo-1,4-dihydroquinazolin-3(2H)-yl)acrylamide C1(CC1)CN1C(N(C(C2=CC(=CC=C12)S(NC1(CC1)C)(=O)=O)=O)NC(C=C)=O)=O